1,3-dimethyl-imidazole chlorine salt [Cl].CN1CN(C=C1)C